FC(C(=O)C1=CN(C2=NC=C(C=C21)[N+](=O)[O-])C)(F)F 2,2,2-Trifluoro-1-(1-methyl-5-nitro-1H-pyrrolo[2,3-b]pyridin-3-yl)ethan-1-one